FC1=CC2=C(C=C1)C1=CC=C(C=C1C21NC(NC1=O)=O)F 2,7-difluoro-2'h,5'h-spiro[fluorene-9,4'-imidazolidine]-2',5'-dione